tert-butyl 5,7-dibromo-4-(5-fluoro-8-methyl-2-methylsulfonyl-7-oxo-pyrido[2,3-d]pyrimidin-6-yl)-8-methyl-2,3-dihydroquinoxaline-1-carboxylate BrC1=C2N(CCN(C2=C(C(=C1)Br)C)C(=O)OC(C)(C)C)C1=C(C2=C(N=C(N=C2)S(=O)(=O)C)N(C1=O)C)F